The molecule is an inorganic sodium salt having selenate as the counterion. It has a role as an EC 3.1.3.48 (protein-tyrosine-phosphatase) inhibitor, an anticonvulsant and a fertilizer. It contains a selenate. [O-][Se](=O)(=O)[O-].[Na+].[Na+]